2-[(1-methylethyl)mercapto]-4-nitro-benzoic acid CC(C)SC1=C(C(=O)O)C=CC(=C1)[N+](=O)[O-]